N-(4-(((6-(isoindolin-2-ylmethyl)-4-oxo-4H-pyran-3-yl)oxy)methyl)cyclopent-2-en-1-yl)cyclopropanesulfonamide, formate salt C(=O)O.C1N(CC2=CC=CC=C12)CC1=CC(C(=CO1)OCC1C=CC(C1)NS(=O)(=O)C1CC1)=O